C(=O)C1C(CN(CC1)C(=O)OC(C)(C)C)C tert-butyl 4-formyl-3-methylpiperidine-1-carboxylate